C(=O)[O-].C(=O)[O-].CC1(C=CC=C1)C.[K+].[K+] potassium dimethylcyclopentadiene diformate